1-(5-fluoro-1-methyl-1H-indol-3-yl)propan-2-amine FC=1C=C2C(=CN(C2=CC1)C)CC(C)N